4-(3-cyano-5-cyclopropylpyridin-2-yl)piperazine-1-carboxylic acid tert-butyl ester C(C)(C)(C)OC(=O)N1CCN(CC1)C1=NC=C(C=C1C#N)C1CC1